(3-bromo-2-methylphenyl)-5-(hydroxymethyl)-1H-benzo[d]imidazole-7-carbonitrile BrC=1C(=C(C=CC1)N1C=NC2=C1C(=CC(=C2)CO)C#N)C